CONC(C(=C)CN1C(C=2C=CC3=C(C2C1)C=C(C=C3)C3=NC=CC=C3)=O)=O N-methoxy-2-{[3-oxo-8-(pyridin-2-yl)-1H,2H,3H-benzo[e]isoindol-2-yl]methyl}prop-2-enamide